3'-(3-chloro-6-methyl-1H-pyrazolo[3,4-b]pyridin-4-yl)-2'-(5-fluoropyridin-2-yl)-5'H,7'H-spiro[cyclopropane-1,6'-pyrazolo[5,1-b][1,3]oxazine] ClC1=NNC2=NC(=CC(=C21)C=2C(=NN1C2OCC2(C1)CC2)C2=NC=C(C=C2)F)C